BrC1=C(C=CC(=C1)Cl)N1N=C(C=C1)C(=O)NC 1-(2-bromo-4-chlorophenyl)-N-methylpyrazole-3-carboxamide